CN1C(N(C2=C1C(=CC=C2)CN2CCC(CC2)OC2CCNCC2)C2C(NC(CC2)=O)=O)=O 3-[3-methyl-2-oxo-4-[[4-(4-piperidyloxy)-1-piperidyl]methyl]benzimidazol-1-yl]piperidine-2,6-dione